4-(3-(3-Bromo-4-hydroxyphenyl)-4,4-dimethyl-5-oxo-2-thioxoimidazolidin-1-yl)-2-(trifluoromethyl)benzonitrile BrC=1C=C(C=CC1O)N1C(N(C(C1(C)C)=O)C1=CC(=C(C#N)C=C1)C(F)(F)F)=S